5-acetyl-4-ethyl-2-((2-fluoro-4-iodophenyl)amino)-N-(2-hydroxyethoxy)thiophene-3-carboxamide C(C)(=O)C1=C(C(=C(S1)NC1=C(C=C(C=C1)I)F)C(=O)NOCCO)CC